FC=1C=C(C=CC1)CO (3-fluorophenyl)methanol